3,5-dimethylhex-5-en-1-ol CC(CCO)CC(=C)C